FC(OC1=C(C=C(C=C1)S(=O)(=O)[C@@H](CO)C)C1=NN(C=C1NC(=O)C=1C=NN2C1N=CC=C2)C)F (R)-N-(3-(2-(difluoromethoxy)-5-((1-hydroxypropan-2-yl)sulfonyl)phenyl)-1-methyl-1H-pyrazol-4-yl)pyrazolo[1,5-a]pyrimidine-3-carboxamide